4-((1R,5S)-3,8-diazabicyclo[3.2.1]octan-3-yl)-6,8-difluoro-7-(4-methyl-1H-indol-3-yl)-2-((tetrahydro-1H-pyrrolizin-7a(5H)-yl)methoxy)quinazoline [C@H]12CN(C[C@H](CC1)N2)C2=NC(=NC1=C(C(=C(C=C21)F)C2=CNC1=CC=CC(=C21)C)F)OCC21CCCN1CCC2